(E)-3-[4-(6-Hydroxyhexoxy)phenyl]-1-(4-iodophenyl)prop-2-en-1-one OCCCCCCOC1=CC=C(C=C1)/C=C/C(=O)C1=CC=C(C=C1)I